FC(C[C@@H]1[C@H](C1)C(=O)OCC)(F)F (1S,2R)-ethyl 2-(2,2,2-trifluoroethyl)cyclopropanecarboxylate